C(C)(=O)NCCS(=O)(=O)[O-].[Mg+2].C(C)(=O)NCCS(=O)(=O)[O-] magnesium N-acetyl-taurinate